N-[(1H-benzimidazol-2-yl)methyl]-8-cyclopropyl-2-[(1S,4S)-2-oxa-5-azabicyclo[2.2.1]heptan-5-yl]pyrazolo[1,5-a][1,3,5]triazin-4-amine N1C(=NC2=C1C=CC=C2)CNC2=NC(=NC=1N2N=CC1C1CC1)N1[C@@H]2CO[C@H](C1)C2